ClC1=C(C=CC(=C1)C(F)(F)F)N1CC(CC1)C1=C2CCN(C(C2=CC=C1)=O)C 5-(1-(2-chloro-4-(trifluoromethyl)phenyl)pyrrolidin-3-yl)-2-methyl-3,4-dihydroisoquinolin-1(2H)-one